3-(2-benzoyl-phenyl)acrylic acid C(C1=CC=CC=C1)(=O)C1=C(C=CC=C1)C=CC(=O)O